OC=1C(=C(C(=CC1)C(C=CC1=CC(=C(C(=C1)C=CC(C)=C)O)C=CC(C)=C)=O)[O-])C=CC(C)=C 3-hydroxy-2-isoprenyl-6-{1-oxo-3-[4-hydroxy-3,5-bis(isoprenyl)phenyl]prop-2-enyl}phenolate